C(C)C(COC=1C=C(OCCCOCCOCCOCCNCCO)C=C(C1)CCCCCCCCCCCCCCC)CCCC 1-(2-(3-((2-ethylhexyl)oxy)-5-pentadecylphenoxy)ethyl)-2,5,8-trioxa-11-azatridecan-13-ol